4-(2-iodo-1-methyl-1H-imidazol-5-yl)piperidine-1-carboxylic acid tert-butyl ester C(C)(C)(C)OC(=O)N1CCC(CC1)C1=CN=C(N1C)I